C(C1=CC=CC=C1)OC1=CC(=C(C=C1)C(C(=O)C1=C(C=CC=C1)F)C1=CC=C(C=C1)Br)CO[Si](C)(C)C(C)(C)C 2-(4-(benzyloxy)-2-(((tert-butyldimethylsilyl)oxy)methyl)phenyl)-2-(4-bromophenyl)-1-(2-fluorophenyl)ethan-1-one